C1(CC1)N1N=CC(=C1F)[C@H]1CN(C[C@H](O1)C)C1=NC2=NC(=C(N=C2C(=N1)C1=C(C=C(C=C1)F)F)C)C (2S,6R)-2-(1-cyclopropyl-5-fluoro-pyrazol-4-yl)-4-[4-(2,4-difluorophenyl)-6,7-dimethyl-pteridin-2-yl]-6-methyl-morpholine